N1(CCC1)C1=NC2=CC(=CC=C2C=C1)Br 2-(azetidin-1-yl)-7-bromoquinoline